tolylammonium [tetrakis(perfluorophenyl) borate] FC1=C(C(=C(C(=C1F)F)F)F)[B-](C1=C(C(=C(C(=C1F)F)F)F)F)(C1=C(C(=C(C(=C1F)F)F)F)F)C1=C(C(=C(C(=C1F)F)F)F)F.C1(=C(C=CC=C1)[NH3+])C